C(C)(C)(C)OC(=O)NC1=NC=CC=N1 2-((tert-butoxycarbonyl)amino)pyrimidin